5-[4-[(3S)-1-(3-fluoropropyl)pyrrolidin-3-yl]oxyphenyl]-6-(1-oxido-pyridin-1-ium-4-yl)-8,9-dihydro-7H-benzo[7]annulen-2-ol FCCCN1C[C@H](CC1)OC1=CC=C(C=C1)C1=C(CCCC2=C1C=CC(=C2)O)C2=CC=[N+](C=C2)[O-]